[4'-(carbazol-9-yl)-4-biphenylyl]boronic acid C1=CC=CC=2C3=CC=CC=C3N(C12)C1=CC=C(C=C1)C1=CC=C(C=C1)B(O)O